COC=1C=C(C=CC1)C=1N=C(C2=C(N1)C=CS2)N2CCOCC2 4-(2-(3-methoxyphenyl)thieno[3,2-d]pyrimidin-4-yl)morpholine